6-pyrimidin-2-yl-1,2,4,5-tetrazine N1=C(N=CC=C1)C1=NN=CN=N1